C(C)OC(=O)[C@@H]1[C@@H](C1)C1=[N+](C=CC=C1)[O-] |r| (±)-cis-2-(2-(ethoxycarbonyl)cyclopropyl)pyridine 1-oxide